ClC=1C=C(C(=O)N2CC=3C(C[C@H]2C)=NNC3C(=O)OCC)C=CC1Cl Ethyl (6R)-5-(3,4-dichlorobenzoyl)-6-methyl-4,5,6,7-tetrahydro-2H-pyrazolo[4,3-c]pyridine-3-carboxylate